5-[(4-chlorophenyl)methylamino]-2-methylsulfanyl-pyrimidine-4-carboxylic acid methyl ester COC(=O)C1=NC(=NC=C1NCC1=CC=C(C=C1)Cl)SC